6-isopropoxy-N-(2-methoxypyridin-3-yl)-2-(tetrahydro-2H-pyran-2-yl)-2H-pyrazolo[3,4-b]Pyridine-5-carboxamide C(C)(C)OC=1C(=CC=2C(N1)=NN(C2)C2OCCCC2)C(=O)NC=2C(=NC=CC2)OC